[N+](=[N-])=CC(CC[C@@H](C(=O)OC(C)(CC(F)(F)F)C)NC([C@@H](C)OC)=O)=O 4,4,4-trifluoro-2-methylbutan-2-yl (S)-6-diazo-2-((R)-2-methoxypropanamido)-5-oxohexanoate